[2-(methacryloyloxy)ethyl]dimethyl-benzyl-ammonium chloride [Cl-].C(C(=C)C)(=O)OCC[N+](CC1=CC=CC=C1)(C)C